dimethylsilylene(tetramethylcyclopentadienyl)(9H-fluoren-9-yl)zirconium dichloride [Cl-].[Cl-].C[Si](=[Zr+2](C1C2=CC=CC=C2C=2C=CC=CC12)C1(C(=C(C(=C1)C)C)C)C)C